acryl-acryl-amide C(=O)(C=C)C(C(=O)N)=C